(3R)-4-(5-bromo-3-fluoropyridine-2-carbonyl)-3-(hydroxymethyl)piperazine-1-carboxylic acid tert-butyl ester C(C)(C)(C)OC(=O)N1C[C@@H](N(CC1)C(=O)C1=NC=C(C=C1F)Br)CO